CC=1C=C(C(=O)NC=2C(=NC=C(C(=O)O)C2)N2CCN(CC2)OC)C=C(C1)C 5-(3,5-dimethylbenzamido)-6-(4-methoxypiperazin-1-yl)nicotinic acid